4-(methylamino)-N-[(1s,4s)-4-{[2-(trifluoromethyl)imidazo[1,2-a]pyridin-5-yl]amino}cyclohexyl]benzamide CNC1=CC=C(C(=O)NC2CCC(CC2)NC2=CC=CC=3N2C=C(N3)C(F)(F)F)C=C1